C[C@@H]1CN(C[C@@H](N1)C)C(=O)OCC1=CC=CC=C1 (3R,5S)-benzyl 3,5-dimethylpiperazine-1-carboxylate